ClC1=C(C=CC(=C1)Cl)C1(OCCO1)CN1C=NC=C1 (2R,4S)-2-(2,4-Dichlorophenyl)-2-(1H-imidazol-1-ylmethyl)-1,3-dioxolan